methoxy-1,2-diphenylethan-1-one COC(C(=O)C1=CC=CC=C1)C1=CC=CC=C1